(3-(methylsulfonyl)phenyl)-6-(4-(piperidin-4-yl)piperazin-1-yl)pyrazolo[1,5-a]pyrimidine trihydrochloride Cl.Cl.Cl.CS(=O)(=O)C=1C=C(C=CC1)C1=NN2C(N=CC(=C2)N2CCN(CC2)C2CCNCC2)=C1